FC1=CC(=C(O/C(/C(=O)O)=C/C(=O)O)C=C1)OC 2-(4-fluoro-2-methoxyphenoxy)maleic acid